NC1=C(C(=O)O)C=C(C(=C1F)Br)C1=COC=C1 2-amino-4-bromo-3-fluoro-5-(3-furyl)benzoic acid